(2R,4R)-1-(3-chloro-2-fluorobenzyl)-4-((3,5-difluoro-6-((5-methyl-1H-pyrazol-3-yl)amino)-4-(3-methyloxetan-3-yl)pyridin-2-yl)-methyl)-2-methylpiperidine ClC=1C(=C(CN2[C@@H](C[C@@H](CC2)CC2=NC(=C(C(=C2F)C2(COC2)C)F)NC2=NNC(=C2)C)C)C=CC1)F